P(OC1=C(C=C(C(=C1)Cl)SC)Cl)(OCC)(OCC)=S O-(2,5-Dichloro-4-(methylthio)phenyl) O,O-diethyl phosphorothioate